(R)-1-(4-(trifluoromethyl)pyridin-2-yl)piperidin FC(C1=CC(=NC=C1)N1CCCCC1)(F)F